FC(C1(CC1)CNC12CC(C1)(C2)C2CN(C2)C(=O)OC(C)(C)C)(F)F tert-butyl 3-[3-[[1-(trifluoromethyl)cyclopropyl]methylamino]-1-bicyclo[1.1.1]pentanyl]azetidine-1-carboxylate